5,6-Diazidohexan-2-one N(=[N+]=[N-])C(CCC(C)=O)CN=[N+]=[N-]